COC=1C=C(CO)C=C(C1)OC 3,5-dimethoxy-benzylalcohol